(R)-N,N-Dimethyl-2-(pyrrolidin-3-yl)acetamide CN(C(C[C@@H]1CNCC1)=O)C